C(CCCCCC(C)C)OC(=O)C1C(CCCC1)C(=O)OCCCCCCC(C)C cyclohexane-1,2-dicarboxylic acid di(isononyl) ester